ClC=1C(=C(C=CC1)[C@H]([C@@H](CN1CCCC1)NC(CC1CC2=CC=CC=C2C1)=O)O)OC N-((1R,2R)-1-(3-chloro-2-methoxyphenyl)-1-hydroxy-3-(pyrrolidin-1-yl)propan-2-yl)-2-(2,3-dihydro-1H-inden-2-yl)acetamide